7-chloro-2-(1,3-dimethylpyrrolo[1,2-a]pyrazin-7-yl)-4H-pyrido[1,2-a]pyrimidin-4-one ClC=1C=CC=2N(C(C=C(N2)C=2C=C3N(C=C(N=C3C)C)C2)=O)C1